FC1=CC2=C(CCO2)C=C1S(=O)(=O)N1CCC(=CC1)C=1C(=CC=2N(C1)N=CN2)C 6-(1-((6-fluoro-2,3-dihydrobenzofuran-5-yl)sulfonyl)-1,2,3,6-tetrahydropyridin-4-yl)-7-methyl-[1,2,4]triazolo[1,5-a]pyridine